(R)-5-(2-(dimethylamino)ethoxy)-2-methyl-N-(1-(3-(1-methyl-1H-pyrazol-4-yl)-5-(1-methyl-6-oxo-1,6-dihydropyridin-3-yl)phenyl)ethyl)benzamide CN(CCOC=1C=CC(=C(C(=O)N[C@H](C)C2=CC(=CC(=C2)C2=CN(C(C=C2)=O)C)C=2C=NN(C2)C)C1)C)C